2-amino-5-(3-sulfopropoxy)benzenesulfonic acid NC1=C(C=C(C=C1)OCCCS(=O)(=O)O)S(=O)(=O)O